1-(4-(2-(3,4-dimethoxyphenyl)-3-isopropyl-1H-indol-5-yl)piperidin-1-yl)-2-((4-hydroxycyclohexyl)amino)ethan-1-one COC=1C=C(C=CC1OC)C=1NC2=CC=C(C=C2C1C(C)C)C1CCN(CC1)C(CNC1CCC(CC1)O)=O